3,5-difluoro-4-[6-(4-fluoro-3-pentafluoroethyl-phenyl)-2-methyl-imidazo[1,2-a]pyrazin-3-yl]-phenol FC=1C=C(C=C(C1C1=C(N=C2N1C=C(N=C2)C2=CC(=C(C=C2)F)C(C(F)(F)F)(F)F)C)F)O